(S)-2-(2,5-difluoro-4-(6-((1-methyl-1,4,5,6-tetrahydrocyclopenta[c]pyrazol-3-yl)methoxy)pyridin-2-yl)benzyl)-1-(oxetan-2-ylmethyl)-1H-benzo[d]imidazole-6-carboxylic acid FC1=C(CC2=NC3=C(N2C[C@H]2OCC2)C=C(C=C3)C(=O)O)C=C(C(=C1)C1=NC(=CC=C1)OCC=1C3=C(N(N1)C)CCC3)F